2,5-bis(t-butylperoxy)-2,5-dimethyl-3-cyclohexen C(C)(C)(C)OOC1(CCC(C=C1)(C)OOC(C)(C)C)C